C1N(CCC2=CC=CC=C12)[C@H]1[C@@H](CN(CC1)C(=O)C1=CC(=NC=N1)NC1CCN(CC1)C(CC#N)=C=O)O 3-(4-((6-(trans-4-(3,4-dihydroisoquinolin-2(1H)-yl)-3-hydroxypiperidine-1-carbonyl)pyrimidin-4-yl)amino)piperidin-1-yl)-3-carbonylpropionitrile